FC1(CCN(CC1)C(C(OC1=CC=C2C(=CC(OC2=C1)=O)C1=C(C=CC=C1)C)C)=O)F 7-[2-(4,4-difluoro-1-piperidyl)-1-methyl-2-oxo-ethoxy]-4-(o-tolyl)chromen-2-one